C1OCC12CN(C2)C2=CN=CC(=N2)C=2N=NN(C2)C(C)N2C(C=C(C=C2)N2C[C@@H](CCC2)NCC2CC2)=O 1-(1-(4-(6-(2-oxa-6-azaspiro[3.3]heptan-6-yl)pyrazin-2-yl)-1H-1,2,3-triazol-1-yl)ethyl)-4-((R)-3-((cyclopropylmethyl)amino)piperidin-1-yl)pyridin-2(1H)-one